CC=1C=C(C=2CCC2C1)O 4-methylbicyclo[4.2.0]oct-1(6),2,4-trien-2-ol